ClC=1C=C2C(=C3C4(NC(NC13)=O)CCCCC4)OC(=C2)CN2C(CCC2)CO 5'-chloro-2'-{[2-(hydroxymethyl)pyrrolidin-1-yl]methyl}-7',8'-dihydro-6'H-spiro[cyclohexane-1,9'-furo[2,3-f]quinazoline]-7'-one